zinc oxyhydroxide sulfate S(=O)(=O)([O-])[O-].O(O)O.[Zn+2]